FC=1C=C(OC2=CC3=C(N(C=N3)C)C=C2)C=CC1[N+](=O)[O-] 5-(3-fluoro-4-nitrophenoxy)-1-methyl-1H-benzo[d]imidazole